chlorovaleric acid anhydride ClC(C(=O)OC(C(CCC)Cl)=O)CCC